5-bromo-6-(2-chloro-5-fluorophenyl)-2-(dimethylamino)-3-[(4-methoxyphenyl)methyl]-7,8-dihydro-6H-imidazo[5,4-e]isoindol-8-one BrC=1C=C2C(=C3C(NC(C13)C1=C(C=CC(=C1)F)Cl)=O)N=C(N2CC2=CC=C(C=C2)OC)N(C)C